N1C=CC2=C(C=CC=C12)C1N(CC2=CC=CC=C12)C(=O)N (1H-indol-4-yl)isoindoline-2-carboxamide